N[C@@H](CCCCN)C(=O)O Lysinic acid